ClC=1C=CC2=C(C=C(O2)C(=O)N[C@@H]2CC[C@H](CC2)C=2OC(=NN2)C2=CC=C(C=C2)Cl)C1 trans-5-chloro-N-(4-(5-(4-chlorophenyl)-1,3,4-oxadiazol-2-yl)cyclohexyl)benzofuran-2-carboxamide